FC1=CC=C(C=C1)N1CC=2C(=NC=CC2C1=O)C1=C(C=CC=C1)N1CCOCC1 2-(4-fluorophenyl)-4-[2-(morpholin-4-yl)phenyl]-2,3-dihydro-1H-pyrrolo[3,4-c]pyridin-1-one